FC1=CC=C2C(=CN(C2=C1)C)C=1CC=NCC1 4-(6-fluoro-1-methyl-1H-indol-3-yl)-3,6-dihydropyridine